(±)-2-(4-(4-(4-(((1-(3-chlorophenyl)ethoxy)carbonyl)amino)-3-methyl-isoxazol-5-yl)-2-fluorophenyl)-2-oxabicyclo[2.2.2]octan-1-yl)acetic acid ClC=1C=C(C=CC1)[C@@H](C)OC(=O)NC=1C(=NOC1C1=CC(=C(C=C1)C12COC(CC1)(CC2)CC(=O)O)F)C |r|